N1C=CC2=C(C=CC=C12)C1=NOC(=N1)[C@H]1N(CCC1)C(=O)OC(C)(C)C Tert-butyl (S)-2-(3-(1H-indol-4-yl)-1,2,4-oxadiazol-5-yl)pyrrolidine-1-carboxylate